N-(4-phenoxyphenyl)-6-(piperidin-3-yl)pyrido[3,2-d]pyrimidin-4-amine O(C1=CC=CC=C1)C1=CC=C(C=C1)NC=1C2=C(N=CN1)C=CC(=N2)C2CNCCC2